(2-(5-fluoropyrimidin-2-yl)-5-methylpyridin-3-yl)((1S,4S,6R)-6-((5-(trifluoromethyl)pyrazin-2-yl)amino)-2-azabicyclo[2.2.1]hept-2-yl)methanone FC=1C=NC(=NC1)C1=NC=C(C=C1C(=O)N1[C@@H]2[C@@H](C[C@H](C1)C2)NC2=NC=C(N=C2)C(F)(F)F)C